C(#N)N1CC=2N(N=C(C2C1)CCC(=O)N)C1=CC=CC=C1 ((5-cyano-1-phenyl-1,4,5,6-tetrahydropyrrolo[3,4-c]pyrazol-3-yl)methyl)acetamide